N-Boc-8-bromooctan-1-amine C(=O)(OC(C)(C)C)NCCCCCCCCBr